FC1(C[C@@H](N(C1)C(=O)OC(C)(C)C)C1=NN(C(C(=C1)C(F)(F)F)=O)CC1=CC=C(C=C1)OC)F tert-butyl (R)-4,4-difluoro-2-(1-(4-methoxybenzyl)-6-oxo-5-(trifluoromethyl)-1,6-dihydropyridazin-3-yl)pyrrolidine-1-carboxylate